6-amino-3-(4-methoxy-2-methylbenzyl)isobenzofuran-1(3H)-one NC1=CC=C2C(OC(C2=C1)=O)CC1=C(C=C(C=C1)OC)C